NCC(=O)N1CCCCC1 1-glycylpiperidin